Tert-butyl 6-(4-(5-chloro-6-methyl-1H-indazol-4-yl)-5-methyl-3-(8-oxo-5-azaspiro[3.5]nonan-5-yl)-1H-pyrazol-1-yl)-2-azaspiro[3.3]heptane-2-carboxylate ClC=1C(=C2C=NNC2=CC1C)C=1C(=NN(C1C)C1CC2(CN(C2)C(=O)OC(C)(C)C)C1)N1C2(CCC2)CC(CC1)=O